(S)-4-(5-chloro-6-oxo-4-(((tetrahydro-2H-pyran-3-yl)methyl)amino)pyridazin-1(6H)-yl)-N-(4-(2-hydroxypropan-2-yl)phenyl)piperidine-1-sulfonamide ClC1=C(C=NN(C1=O)C1CCN(CC1)S(=O)(=O)NC1=CC=C(C=C1)C(C)(C)O)NC[C@H]1COCCC1